O.[Al](Cl)(Cl)Cl aluminum chloride, hydrate